(2-Bromoethyl)diphenylsulfonium trifluoromethanesulfonate FC(S(=O)(=O)[O-])(F)F.BrCC[S+](C1=CC=CC=C1)C1=CC=CC=C1